2-(2,6-Dichlorophenyl)-9-(1-(2-(4-methylpiperazin-1-yl)ethyl)-1H-pyrazol-4-yl)imidazo[2,1-f][1,6]naphthyridine-3-carboxamide ClC1=C(C(=CC=C1)Cl)C=1N=C2C=3C=C(C=NC3C=CN2C1C(=O)N)C=1C=NN(C1)CCN1CCN(CC1)C